(E)-4-(3-(dimethylamino)acryloyl)benzonitrile CN(/C=C/C(=O)C1=CC=C(C#N)C=C1)C